ClC=1C=C(O[C@@H]2CCN3N=C(N=C32)NC3[C@H]2CN(C[C@@H]3CC2)C2=NC=NC(=C2)C)C=C(C1)F (R)-7-(3-chloro-5-fluorophenoxy)-N-((1R,5S,8s)-3-(6-methylpyrimidin-4-yl)-3-azabicyclo[3.2.1]octan-8-yl)-6,7-dihydro-5H-pyrrolo[1,2-b][1,2,4]triazol-2-amine